barium-cerium compound with zirconium [Zr].[Ce].[Ba]